(E)-6-(2-(2-hydroxyethoxy)ethoxy)-3-oxo-2-((6-(piperidin-1-yl)naphthalen-2-yl)methylene)hexanenitrile OCCOCCOCCCC(/C(/C#N)=C/C1=CC2=CC=C(C=C2C=C1)N1CCCCC1)=O